C(C=C)O[C@H](C1=CC=NC2=CC=CC=C12)Br (S)-(prop-2-en-1-oxy)(quinolin-4-yl)methyl bromide